4-amino-1-((2R,4R,5R)-3,3-difluoro-4-hydroxy-5-(hydroxymethyl)tetrahydrofuran-2-yl)pyrimidin-2(1H)-one hydrochloride Cl.NC1=NC(N(C=C1)[C@@H]1O[C@@H]([C@H](C1(F)F)O)CO)=O